3-((1-(2-fluorophenyl)-3-azabicyclo[3.1.0]hex-3-yl)carbonyl)-1,5,7-trimethyl-1,5-dihydro-4H-pyrrolo[3,2-c]pyridin-4-one FC1=C(C=CC=C1)C12CN(CC2C1)C(=O)C1=CN(C2=C1C(N(C=C2C)C)=O)C